FC(OC1=CC=C(C=C1)[S@](=O)(=N)C=1C=C2C=NN(C(C2=CC1)=O)CC=1C=NC(=CC1)OC)F |r| Racemic-6-(4-(difluoromethoxy)phenylsulfonimidoyl)-2-((6-methoxypyridin-3-yl)methyl)phthalazin-1(2H)-one